S(N)(OC[C@H]1OC2(O[C@@H]1C1=C(C=CC=C1)F)CCCC2)(=O)=O ((2R,3R)-3-(2-fluorophenyl)-1,4-dioxaspiro[4.4]nonan-2-yl)methyl sulfamate